C1(C=CC=2C1=C1C=CC=CC1=CC2)CC=2NC(=CC2)C 2-((1H-cyclopenta[a]naphthalen-1-yl)methyl)-5-methyl-1H-pyrrole